ClC=1C=C2C(=C(C(OC2=C(C1O)C=O)=O)C1=CC=C(C(=O)NCCN2CCOCC2)C=C1)C 4-(6-chloro-8-formyl-7-hydroxy-4-methyl-2-oxo-2H-chromen-3-yl)-N-(2-morpholinoethyl)benzamide